isopentenyl 2,4-dihydroxybenzoate OC1=C(C(=O)OCCC(=C)C)C=CC(=C1)O